O=C1CCCCN1 6-Oxopiperidine